Tertbutyl (1R,5S)-3-(2-chloro-7-(8-ethynyl-7-fluoronaphthalen-1-yl)-8-fluoropyrido[4,3-d]pyrimidin-4-yl)-3,8-diazabicyclo[3.2.1]octane-8-carboxylate ClC=1N=C(C2=C(N1)C(=C(N=C2)C2=CC=CC1=CC=C(C(=C21)C#C)F)F)N2C[C@H]1CC[C@@H](C2)N1C(=O)OC(C)(C)C